1-(4-(aminomethyl)benzyl)-6-chloro-1,3-dihydro-2H-benzo[d]imidazol-2-one NCC1=CC=C(CN2C(NC3=C2C=C(C=C3)Cl)=O)C=C1